C12CNCC(CC1)N2C=2SC=1CN(CCC1N2)C(=O)C2=NC=C(C=C2)F (2-(3,8-diazabicyclo[3.2.1]octan-8-yl)-6,7-dihydrothiazolo[5,4-c]pyridin-5(4H)-yl)(5-fluoropyridin-2-yl)methanone